C1(CCCC1)C1=C2C(=NC=C1OCC=1C(=C(C=CC1F)NS(=O)(=O)C=1C(=NC=C(C1)F)OC)F)NN=C2C N-[3-[([4-cyclopentyl-3-methyl-1H-pyrazolo[3,4-b]pyridin-5-yl]oxy)methyl]-2,4-difluorophenyl]-5-fluoro-2-methoxypyridine-3-sulfonamide